[Br-].N1(CCCC1)[PH+](N1CCCC1)N1CCCC1 tris(pyrrolidin-1-yl)phosphanium bromide